8-heptyloxymethylthio-1,3,5-trimethyloctylmagnesium iodide C(CCCCCC)OCSCCCC(CC(CC(C)[Mg]I)C)C